Cl.C(C1=CC=CC=C1)C(C1=CC=CC=C1)NCCC[Si](OCCCN)(OC)OC N-(benzylbenzyl)-2-aminoethyl-3-aminopropyltrimethoxysilane hydrochloride